ClC1=CC(=C2C(=N1)C(=NN2COCC[Si](C)(C)C)N(C)C)C=C chloro-N,N-dimethyl-1-((2-(trimethylsilyl)ethoxy)methyl)-7-vinyl-1H-pyrazolo[4,3-b]pyridin-3-amine